Fmoc-L-4-Benzoylphenylalanine C(=O)(OCC1C2=CC=CC=C2C2=CC=CC=C12)N[C@@H](CC1=CC=C(C=C1)C(C1=CC=CC=C1)=O)C(=O)O